N1(C=NC=C1)C=1N=C(C2=C(N1)C=CN2)C(=O)NC2CCC(CC2)C(F)(F)F 2-(1H-imidazol-1-yl)-N-((1s,4s)-4-(trifluoromethyl)cyclohexyl)-5H-pyrrolo[3,2-d]pyrimidine-4-carboxamide